ClC1=C(C=CC=C1C1=C(C(=CC=C1)C1=CC=2N(C=C1)N=C(N2)CNCCO)Cl)C2=CC=C(C=C2)CNCCO 2-(((2',2''-dichloro-3''-(2-(((2-hydroxyethyl)amino)methyl)-[1,2,4]triazolo[1,5-a]pyridin-7-yl)-[1,1':3',1''-terphenyl]-4-yl)methyl)amino)ethan-1-ol